5-(2-ethoxy-3-pyridinyl)-1-isopropyl-N-[(4-methoxypyrimidin-2-yl)methyl]-3-methyl-pyrazolo[4,3-b]pyridin-7-amine C(C)OC1=NC=CC=C1C1=CC(=C2C(=N1)C(=NN2C(C)C)C)NCC2=NC=CC(=N2)OC